(3-chloro-4-(cyanomethoxy)-2-fluorophenyl)boronic acid ClC=1C(=C(C=CC1OCC#N)B(O)O)F